2-(5-(((1R,3s,5S)-1,5-dimethyl-8-azabicyclo[3.2.1]octan-3-yl)oxy)pyrazin-2-yl)-5-(1H-imidazol-1-yl)phenol C[C@]12CC(C[C@](CC1)(N2)C)OC=2N=CC(=NC2)C2=C(C=C(C=C2)N2C=NC=C2)O